Benzodithiol S1SCC2=C1C=CC=C2